2-(3-(3-((Cyclohexylmethyl)Carbamoyl)-1H-Pyrazol-5-Yl)Phenyl)-N-(Pentan-3-Yl)Oxazole-5-Carboxamide C1(CCCCC1)CNC(=O)C1=NNC(=C1)C=1C=C(C=CC1)C=1OC(=CN1)C(=O)NC(CC)CC